(2,2-dimethyl-1,3-dioxolan-4-yl)methyl ((4-aminophenyl)(imino)methyl)carbamate NC1=CC=C(C=C1)C(=N)NC(OCC1OC(OC1)(C)C)=O